C1(=CC=CC=C1)N(C1=CC=C(/C=C/C=2C=C3C=CC(=CC3=CC2)/C=C/C2=CC=C(C=C2)C2=C(C=CC=C2)NC2=CC=CC=C2)C=C1)C1=CC=CC=C1 (4-((E)-2-(6-((E)-4-(diphenylamino)styryl)naphthalen-2-yl)vinyl)phenyl)-N-phenylbenzenamine